C[C@H]1N(C[C@@H](N(C1)C1=NC=C(N=C1)C(F)(F)F)C)C(=O)OC1CC2(CN(C2)C([2H])C2=C(C(=C(C(=C2[2H])[2H])[2H])[2H])[2H])C1 2-[(2H5)phenyl(2H1)methyl]-2-azaspiro[3.3]heptan-6-yl (2R,5S)-2,5-dimethyl-4-[5-(trifluoromethyl)pyrazin-2-yl]piperazine-1-carboxylate